tert-butyl (1S,4S)-5-[6-[[2-[(4-fluorobenzoyl)amino]-4-pyridyl]amino]-5-nitro-2-pyridyl]-2,5-diazabicyclo[2.2.1]heptane-2-carboxylate FC1=CC=C(C(=O)NC2=NC=CC(=C2)NC2=C(C=CC(=N2)N2[C@@H]3CN([C@H](C2)C3)C(=O)OC(C)(C)C)[N+](=O)[O-])C=C1